2-(((((2R,3S,5R)-5-(6-amino-2-fluoro-9H-purin-9-yl)-2-(((tert-butyldiphenylsilyl)oxy)methyl)-2-ethynyltetrahydrofuran-3-yl)oxy)carbonyl)oxy)propane-1,3-diyl diacetate C(C)(=O)OCC(COC(C)=O)OC(=O)O[C@@H]1[C@@](O[C@H](C1)N1C2=NC(=NC(=C2N=C1)N)F)(C#C)CO[Si](C1=CC=CC=C1)(C1=CC=CC=C1)C(C)(C)C